(S)-5-((((8-((2-methyl-3-(4,4,5,5-tetramethyl-1,3,2-dioxaborolan-2-yl)phenyl)amino)-1,7-naphthyridin-3-yl)methyl)amino)methyl)pyrrolidin-2-one CC1=C(C=CC=C1B1OC(C(O1)(C)C)(C)C)NC=1N=CC=C2C=C(C=NC12)CNC[C@@H]1CCC(N1)=O